N1CC(C1)NC(O[C@H]1[C@H](NC[C@@H]1O)CC1=CC=C(C=C1)OC)=O (2R,3S,4S)-4-hydroxy-2-(4-methoxybenzyl)pyrrolidin-3-yl azetidin-3-ylcarbamate